COC1=CC=C(C=C1)C1=CC(=C(O1)C)C(=O)N[C@@H](C(=O)O)CC=1C=C2C=CC=CC2=CC1 (R)-2-(5-(4-methoxyphenyl)-2-methyl-furan-3-carboxamido)-3-(naphthalene-6-yl)propionic acid